4-(3-chlorophenyl)-9,9-spirobifluorene ClC=1C=C(C=CC1)C1=CC=CC=2C3(C4=CC=CC=C4C12)C1=CC=CC=C1C=1C=CC=CC13